3-(2-bromo-5-fluorophenyl)propanimidamide BrC1=C(C=C(C=C1)F)CCC(N)=N